C(=O)C1=C(N=NN1C)C1=CC=C(C(=N1)C)O[C@@H]1C[C@H](CCC1)C(=O)OC Methyl (1S,3S)-3-((6-(5-formyl-1-methyl-1H-1,2,3-triazol-4-yl)-2-methylpyridin-3-yl)oxy)cyclohexane-1-carboxylate